[Er].[Pr] Praseodymium-Erbium